FC1=CC=C(C=2CON(OCC21)C=2N=C(SC2)C2CCN(CC2)C(COC2=NC=CN=C2C(F)(F)F)=O)F 1-(4-(4-(6,9-difluoro-1,5-dihydrobenzo[e][1,3]dioxazepin-3-yl)thiazol-2-yl)piperidin-1-yl)-2-((3-(trifluoromethyl)pyrazin-2-yl)oxy)ethan-1-one